(2R,6S)-2-methyl-6-(2-methyl-4-pyridyl)morpholine C[C@@H]1CNC[C@@H](O1)C1=CC(=NC=C1)C